2,4-dibromophenoxyacetic acid BrC1=C(OCC(=O)O)C=CC(=C1)Br